O=C1CC2CCC(C1)N2C2=C(C=O)C=CC=C2 2-(3-oxo-8-azabicyclo[3.2.1]octan-8-yl)benzaldehyde